7-(2-bromo-5-fluoropyridin-4-yl)-5-fluoro-1,1-dimethyl-2,3-dihydro-1H-benzo[d]pyrrolo[1,2-a]imidazole BrC1=NC=C(C(=C1)C1=CC2=C(N=C3N2C(CC3)(C)C)C(=C1)F)F